Piperazine-1-yl-valeramide N1(CCNCC1)C(C(=O)N)CCC